ClC=1C(=NC(=NC1)NC=1C=NN(C1)C)C=1C=C(C=CC1F)NC(C=C)=O N-(3-{5-chloro-2-[(1-methyl-1H-pyrazol-4-yl)amino]pyrimidin-4-yl}-4-fluorophenyl)prop-2-enamide